C(C)(C)(C)OC(=O)NCC1=CC(=C(C(=C1)C(NCCC)=O)NC(=O)C1=CC2=C(OCCC3=C2SC=C3)C=C1C=1C(=NC(=CC1)C(NCCC)=O)C(=O)OC)C methyl 3-(9-((4-(((tert-butoxycarbonyl)amino)methyl)-2-methyl-6-(propylcarbamoyl)phenyl)carbamoyl)-4,5-dihydrobenzo[b]thieno[2,3-d]oxepin-8-yl)-6-(propylcarbamoyl)picolinate